[2-(dimethylamino)-5-{[2,6-dimethyl-4-(2-phenylethoxy)benzoyl]amino}-4-(trifluoromethyl)phenyl]acetic acid CN(C1=C(C=C(C(=C1)C(F)(F)F)NC(C1=C(C=C(C=C1C)OCCC1=CC=CC=C1)C)=O)CC(=O)O)C